C(C)(=O)OC[C@H]1O[C@@H]([C@H]([C@H]([C@@H]1OC(C)=O)O)O)CC1=CC=C(C=C1)I ((2R,3S,4R,5S,6R)-3-acetoxy-4,5-dihydroxy-6-(4-iodobenzyl)tetrahydro-2H-pyran-2-yl)methyl acetate